C1(=CC=CC=C1)SCCSC1=CC=CC=C1 1,2-bis(phenylthio)ethane